2-mercapto-5-(4-fluoro-alpha-hydroxybenzyl)-1,3,4-oxadiazole SC=1OC(=NN1)C(C1=CC=C(C=C1)F)O